[({[(benzyloxy)-6-fluorophenyl]cyclohex-3-en-1-yl}oxy)methyl]-3-methyl-7-oxo-9-oxa-2,6-diazaspiro[4.5]decane-2-carboxylate C(C1=CC=CC=C1)OC1=C(C(=CC=C1)F)C1(CC=CCC1)OCOC(=O)N1CC2(CC1C)NC(COC2)=O